7-(difluoromethoxy)-10-fluoro-2-methyl-3,4-dihydro-3,6-methanobenzo[c]azocine-1,5(2H,6H)-dione FC(OC1=CC=C(C=2C(N(C3CC(C(C21)C3)=O)C)=O)F)F